C(=O)(O)[C@H](CC1=CC=CC=C1)NC(CCC(=O)O)=O (S)-4-((1-carboxy-2-phenylethyl)amino)-4-oxobutanoic acid